N1C=CC2=CC=C3C(=C12)C=CO3 furoindole